1-(2-hydroxy-4,6-dimethoxyphenyl)-3-(4-methoxyphenyl)prop-2-en-1-one OC1=C(C(=CC(=C1)OC)OC)C(C=CC1=CC=C(C=C1)OC)=O